F[C@H]1CN(CC[C@@H]1N(C(=O)NC1=NC(=CC(=C1)C(F)(F)F)C)C)C=1C=C2C(=NC1)NN=C2 1-((3s,4S)-3-fluoro-1-(1H-pyrazolo[3,4-b]pyridin-5-yl)piperidin-4-yl)-1-methyl-3-(6-methyl-4-(trifluoromethyl)pyridin-2-yl)urea